C(C(C)C)(=O)OC1=CC(=CC(=C1)/C=N/C(C(C)C)O)Cl (E)-3-chloro-5-((1-hydroxy-2-methylpropyl-imino)meth-yl)phenyl isobutyrate